N1=C(C=CC=C1)O[C@@H]1CC[C@H](CC1)N trans-4-(pyridin-2-yloxy)cyclohexan-1-amine